C12(CC3CC(CC(C1)C3)C2)NC(=O)C=2N=C(OC2C2=CC=CC3=C2OC2=C3C=CC=C2)C N-((3s,5s,7s)-adamantan-1-yl)-5-(dibenzo[b,d]furan-4-yl)-2-methyl-oxazole-4-carboxamide